4-Fluorobenzaldehyde benzoyl hydrazone C(C1=CC=CC=C1)(=O)NN=CC1=CC=C(C=C1)F